2-(morpholin-4-yl)ethanamine N1(CCOCC1)CCN